di(triisopropylsilyl)zinc C(C)(C)[Si](C(C)C)(C(C)C)[Zn][Si](C(C)C)(C(C)C)C(C)C